(S)-4-(4-(4-(2-(2-aminopyridin-3-yl)-5-phenyl-3H-imidazo[4,5-b]pyridin-3-yl)benzyl)-2-methylpiperazin-1-yl)-1,3,5-triazine-2-carbonitrile NC1=NC=CC=C1C1=NC=2C(=NC(=CC2)C2=CC=CC=C2)N1C1=CC=C(CN2C[C@@H](N(CC2)C2=NC(=NC=N2)C#N)C)C=C1